ClC1=CC=C(C(=N1)C(=O)O)NC(C)C1=C2N=C(C(=NC2=CC(=C1)C)C#N)N1CC(CCC1)C(F)F 6-chloro-3-((1-(2-cyano-3-(3-(difluoromethyl)piperidin-1-yl)-7-methylquinoxalin-5-yl)ethyl)amino)picolinic acid